2-butane-phosphonate CC(CC)P([O-])(=O)[O-]